5,7-dimethyl-6(5H)-phenanthridinone CN1C=2C=CC=CC2C2=CC=CC(=C2C1=O)C